4-(2-(5-(4,4,5,5-Tetramethyl-1,3,2-dioxaborol-2-yl)-2H-indazol-2-yl)ethyl)morpholine CC1(OB(OC1(C)C)C1=CC2=CN(N=C2C=C1)CCN1CCOCC1)C